N1=C(N=CC=C1)B(O)O PYRIMIDIN-2-YLBORONIC ACID